N1CCC(CC1)CCCC1CCNCC1 1,3-bis-(4-piperidinyl)propane